CC(C)(CC(C)O)O 2-Methylpentan-2,4-diol